(5-(2-amino-8-fluoro-4-((1R,5S)-8-((E)-4-oxopent-2-enoyl)-3,8-diazabicyclo[3.2.1]octan-3-yl)quinazolin-6-yl)-2-methoxypyridin-3-yl)-2,4-difluorobenzenesulfonamide NC1=NC2=C(C=C(C=C2C(=N1)N1C[C@H]2CC[C@@H](C1)N2C(\C=C\C(C)=O)=O)C=2C=C(C(=NC2)OC)C=2C(=C(C=CC2F)S(=O)(=O)N)F)F